[Si](C)(C)(C(C)(C)C)OC1=C2[C@H]3[C@H](C(OC2=CC(=C1)C(CCC)(CCCCCC)O)(C)C)CC=C(C3)C 4-[(6Ar,10aR)-1-[tert-butyl(dimethyl)silyl]oxy-6,6,9-trimethyl-6a,7,10,10a-tetrahydrobenzo[c]chromen-3-yl]decan-4-ol